1,2,3,6-tetrakis-O-galloyl-β-D-glucose C(C1=CC(O)=C(O)C(O)=C1)(=O)O[C@H]1[C@H](OC(C2=CC(O)=C(O)C(O)=C2)=O)[C@@H](OC(C2=CC(O)=C(O)C(O)=C2)=O)[C@H](O)[C@H](O1)COC(C1=CC(O)=C(O)C(O)=C1)=O